N,N-dioctadecyl-amino-ethylene glycol C(CCCCCCCCCCCCCCCCC)N(CCCCCCCCCCCCCCCCCC)C(CO)O